1-(2,2-diphenylvinyl)-1H-indole C1(=CC=CC=C1)C(=CN1C=CC2=CC=CC=C12)C1=CC=CC=C1